[(octyl)oxy]-phenol C(CCCCCCC)OC1=C(C=CC=C1)O